Tert-butyl 4-[6-fluoro-1-[1-[(4-methoxyphenyl)methyl]-2,6-dioxo-3-piperidyl]-3-methyl-2-oxo-benzimidazol-5-yl]piperidine-1-carboxylate FC=1C(=CC2=C(N(C(N2C)=O)C2C(N(C(CC2)=O)CC2=CC=C(C=C2)OC)=O)C1)C1CCN(CC1)C(=O)OC(C)(C)C